4-bromo-2-(difluoromethoxy)-5-fluorobenzoic acid BrC1=CC(=C(C(=O)O)C=C1F)OC(F)F